1-phenyl-1-heptanone C1(=CC=CC=C1)C(CCCCCC)=O